C(C)[N+]1(CCCCC1)C1=CC=C(C=C1)OC N-ethyl-N-(4-methoxyphenyl)piperidinium